FC1(CCC(CC1)[C@@H](C=1N=C2N(N=CC(=N2)C2N(CCC(C2)OC([2H])([2H])[2H])C(=O)OC(C)(C)C)C1)NC(=O)C=1N(N=CC1)C)F tert-Butyl 2-(6-{(S)-(4,4-difluorocyclohexyl)[(2-methylpyrazole-3-carbonyl)amino]-methyl}imidazo[1,2-b][1,2,4]triazin-3-yl)-4-(trideuteriomethoxy)piperidine-1-carboxylate